ClC=1C=C(C=CC1)CCN1C[C@H]([C@@H](C1)C)COC1=CC=C(C=C1)S(=O)(=O)CCO 2-(4-{[(3S,4S)-1-[2-(3-chlorophenyl)ethyl]-4-methylpyrrolidin-3-yl]methoxy}benzenesulfonyl)ethan-1-ol